methyl 5-bromo-3-(3-(isoquinolin-1-yl)ureido)thiophene-2-carboxylate BrC1=CC(=C(S1)C(=O)OC)NC(=O)NC1=NC=CC2=CC=CC=C12